COC(=O)[C@@H]1OC2(O[C@H]1CC1=C(C=CC=C1)Cl)CCCCC2 (2R,3S)-methyl-3-(2-chlorobenzyl)-1,4-dioxaspiro[4.5]decane-2-carboxylate